2-(bis(4-acetoxyphenyl)methyl)isonicotinic acid C(C)(=O)OC1=CC=C(C=C1)C(C=1C=C(C(=O)O)C=CN1)C1=CC=C(C=C1)OC(C)=O